(±)-1-(2-chlorophenyl)ethanol ClC1=C(C=CC=C1)[C@@H](C)O |r|